3-propaneAt CCC(=O)[O-]